FC(C=1C=C(OC2=C(C=CC=C2)C=2N=NNN2)C=CC1)(F)F 5-[2-[3-(trifluoromethyl)phenoxy]phenyl]-2H-tetrazole